C(C=C)(=O)OCC1(OCCOC1)COC(C=C)=O dioxanedimethanol diacrylate